OC=1C=C(C=CC1O)N[C@@H](C)C(=O)O 3,4-dihydroxyphenyl-alanine